CN(CCOC(C(=C)C)=O)C 2-Dimethylaminoethylmethacrylat